CC=1C=C2C=CC(=CC2=CC1)B(O)O 6-METHYL-2-NAPHTHALENEBORONIC ACID